FC(C(C(C(C(C(C(C(F)(F)F)(F)F)(F)F)(F)F)(F)F)(F)F)(F)F)(S(=O)(=O)[O-])F.[Li+] lithium 1,1,2,2,3,3,4,4,5,5,6,6,7,7,8,8,8-heptadecafluorooctane-1-sulfonate